OCC(=O)N(C)[C@H]1CNCC1 (R)-3-(2-hydroxy-N-methylacetamido)pyrrolidin